methyl 5-(1-(adamantan-1-ylmethyl)-5-methyl-1H-pyrazol-4-yl)-1-(6-chloro-5-fluoropyridin-3-yl)-1H-pyrrolo[2,3-b]pyridine-4-carboxylate C12(CC3CC(CC(C1)C3)C2)CN2N=CC(=C2C)C2=C(C3=C(N=C2)N(C=C3)C=3C=NC(=C(C3)F)Cl)C(=O)OC